ClC=1C=C(C=C(C1)OC)NC(=O)NC1=C(C=CC(=C1)F)CCO 1-(3-chloro-5-methoxyphenyl)-3-[5-fluoro-2-(2-hydroxyethyl)phenyl]urea